C(C)OC(C=C(C(Cl)Cl)C)=O.C1(=CC=CC=C1)SC1=CC=C(C=C1)C(CCCCCCC)=O 1-[4-(phenylthio)phenyl]octan-1-one ethyl-4,4-dichloro-3-methyl-2-butenoate